2-methoxy-4-(3-oxo-3-{[10,13-dimethyl-17-(5-isopropylhept-3-en-2-yl)-2,3,4,7,8,9,11,12,14,15,16,17-dodecahydro-1H-cyclopenta[a]phenanthren-3-yl]oxy}prop-1-enyl)phenolate COC1=C(C=CC(=C1)C=CC(OC1CCC2(C3CCC4(C(CCC4C3CC=C2C1)C(C)C=CC(CC)C(C)C)C)C)=O)[O-]